3-(5-chloro-3,6-difluoro-2-pyridyl)-1-methyl-6-(trifluoromethyl)pyrimidine-2,4-dione ClC=1C=C(C(=NC1F)N1C(N(C(=CC1=O)C(F)(F)F)C)=O)F